C(C)(C)C1=CC=C(C=C1)\C=C(/C=C/C=O)\C (2E,4Z)-5-(4-isopropylphenyl)-4-methylpenta-2,4-dienal